2-[4-[(2-methyl-2-propen-1-yl)oxy]phenyl]-1H-isoindole-1,3(2H)-dione CC(COC1=CC=C(C=C1)N1C(C2=CC=CC=C2C1=O)=O)=C